FC1=CC=C(C=C1)N1N=CC=2C1=NC(=NC2NC(=O)C=2SC(=CC2)[N+](=O)[O-])N2[C@@H](CCC2)C(=O)OCC ethyl (1-(4-fluorophenyl)-4-(5-nitrothiophene-2-carboxamido)-1H-pyrazolo[3,4-d]pyrimidin-6-yl)-L-prolinate